N-[3-chloro-4-(trifluoromethyl)phenyl]N'-[3-(trifluoromethyl)phenyl]urea ClC=1C=C(C=CC1C(F)(F)F)NC(=O)NC1=CC(=CC=C1)C(F)(F)F